1-[3-({9-[(cyclopropylmethyl)amino]-7-methoxy-1H,2H,3H-cyclopenta[b]quinolin-6-yl}oxy)propyl]pyrrolidin-2-one C1(CC1)CNC1=C2C(=NC=3C=C(C(=CC13)OC)OCCCN1C(CCC1)=O)CCC2